COC1=C2C(C=C(OC2=C(C(=C1OC)OC)OC)C1=CC=C(C=C1)OC)=O 5,6,7,8,4'-Pentamethoxyflavone